3-ethyl-17-fluoro-21-oxa-3,4,12,24-tetraazapentacyclo[20.3.1.02,6.08,13.014,19]hexacosa-1(25),2(6),4,8(13),9,11,14,16,18,22(26),23-undecaen-23-amine C(C)N1C=2C3=CN=C(C(OCC4=CC(=CC=C4C=4N=CC=CC4CC2C=N1)F)=C3)N